N-(4-methyl-3-(9-methyl-2-(methylamino)-8,9-dihydroimidazo[1',2':1,6]pyrido[2,3-d]pyrimidin-6-yl)phenyl)-4-(trifluoromethyl)picolinamide CC1=C(C=C(C=C1)NC(C1=NC=CC(=C1)C(F)(F)F)=O)C1=CC2=C(N=C(N=C2)NC)N2C1=NCC2C